C(C)OC(=O)C=1C=NN(C1)C1=NC=CN=C1[C@@H](C)N.FC(C=1C=C(C(=O)N[C@H](C)C=2C(=NC=CN2)N2N=CC(=C2)C(=O)OCC)C=C(C1)C(F)(F)F)(F)F |r| (rac)-Ethyl 1-(3-{1-[3,5-bis(trifluoromethyl)benzamido]ethyl}pyrazin-2-yl)-1H-pyrazole-4-carboxylate (rac)-Ethyl-1-{3-[1-aminoethyl]pyrazin-2-yl}-1H-pyrazole-4-carboxylate